OC1=CC=CC(=N1)N1C[C@@H](N(CC1)C(=O)[O-])C (S)-4-(6-Hydroxypyridin-2-yl)-2-methylpiperazine-1-carboxylate